C(C)(C)(C)C1=CC=C(C=C1)C 4-tert-butylphenylmethane